trans-7-isopropoxy-2-((1s,4r)-1-methyl-2-oxabicyclo[2.2.1]hept-4-yl)-N-(1-(2-methylcyclopropyl)-2-oxo-1,2-dihydropyridin-3-yl)imidazo[1,2-a]pyrimidine-6-carboxamide C(C)(C)OC1=NC=2N(C=C1C(=O)NC=1C(N(C=CC1)[C@H]1[C@@H](C1)C)=O)C=C(N2)[C@@]21CO[C@@](CC2)(C1)C